NC1=NC=CC=C1C1=NC=2C(=NC(=CC2)C2=CC=CC=C2)N1C1=CC=C(CNC(=O)C2=CC=C(C(=O)OC)C=C2)C=C1 methyl 4-((4-(2-(2-aminopyridin-3-yl)-5-phenyl-3H-imidazo[4,5-b]pyridin-3-yl)benzyl)carbamoyl)benzoate